CO[Si](O[Si](C)(C)CCCN=C=O)(OC)OC trimethoxysiloxydimethylsilylpropyl isocyanate